(R) or (S)-1-(3-aminopropyl)-2-(6-methyl-3-pyridyl)pyrrolidine NCCCN1[C@H](CCC1)C=1C=NC(=CC1)C |o1:5|